4-(2-(tert-butyl)-4-(2-fluoro-3-iodophenyl)thiazol-5-yl)-N-(1-(methylsulfonyl)piperidin-4-yl)pyrimidin-2-amine C(C)(C)(C)C=1SC(=C(N1)C1=C(C(=CC=C1)I)F)C1=NC(=NC=C1)NC1CCN(CC1)S(=O)(=O)C